FC(CN(C1=NC=2N(C3=CC=CC(=C13)F)C(=NN2)C)C2=CC(=CC(=C2)C#CC2(CC2)C(F)(F)F)F)F N-(2,2-difluoroethyl)-6-fluoro-N-(3-fluoro-5-((1-(trifluoromethyl)cyclopropyl)ethynyl)phenyl)-1-methyl-[1,2,4]triazolo[4,3-a]quinazolin-5-amine